(3S,4R,5R,6S)-1-{6-[(4-bromobenzyl)oxy]hexyl}-3,4,5,6-azepanetetrol BrC1=CC=C(COCCCCCCN2C[C@@H]([C@H]([C@@H]([C@H](C2)O)O)O)O)C=C1